COC(=O)C(CCCCC)CC Octane-6-carboxylic acid methyl ester